COC1C=CC(C2=CC(=S)SS2)=CC=1 anetholtrithion